chromic acid [Cr](=O)(=O)(O)O